C(C1=CC=CC=C1)OC([C@H](N)CNC(=O)OCC1=CC=CC=C1)=O.FC(C(=O)O)(F)F trifluoroacetic acid benzyl-3-{[(benzyloxy)carbonyl]amino}-D-alaninate